C(#N)C=1C=C(C=CC1)C1=CC(=C(C=C1)CN1C([C@@H]2N(CCN(C2)C#N)CC1)=O)C (R)-8-((3'-cyano-3-methyl-[1,1'-biphenyl]-4-yl)methyl)-9-oxooctahydro-2H-pyrazino[1,2-a]pyrazine-2-carbonitrile